heptyl 3-ethyl-12-(10-(heptyloxy)-10-oxodecyl)-8-oxo-9-oxa-3,7,12-triazadocosan-22-oate C(C)N(CC)CCCNC(OCCN(CCCCCCCCCC(=O)OCCCCCCC)CCCCCCCCCC(=O)OCCCCCCC)=O